pyrrolo[2,3-c]quinoline C1=CNC=2C=NC=3C=CC=CC3C21